2-(4-((5-(benzyloxy)-3-fluoro-2-(4-methoxy-2-methylphenyl)-1H-indol-1-yl)methyl)phenyl)ethan-1-ol C(C1=CC=CC=C1)OC=1C=C2C(=C(N(C2=CC1)CC1=CC=C(C=C1)CCO)C1=C(C=C(C=C1)OC)C)F